C(C1=CC=CC=C1)N1CC=2C(=C(N=C(C2CC1)N1CCN(CC1)C(=O)OC(C)(C)C)N1CCCCC1)C#N tert-butyl 4-(6-benzyl-4-cyano-3-(piperidin-1-yl)-5,6,7,8-tetrahydro-2,6-naphthyridin-1-yl)piperazine-1-carboxylate